4-[4-(4-bromo-3-methyl-phenyl)butyl]piperidine BrC1=C(C=C(C=C1)CCCCC1CCNCC1)C